FC(NCCCCCCN)(F)F N-(trifluoromethyl)hexane-1,6-diamine